C(C)(C)(C)C=1NC2=CC=CC=C2C1CBr tert-butyl-3-bromomethyl-indole